CC(C)NCC(=O)O N-(1-methyl-ethyl)glycine